N-[(5-Chlorothiophen-2-yl)methyl]-3-[1-(oxan-4-yl)piperidin-4-yl]-1H-pyrazol-5-amin ClC1=CC=C(S1)CNC1=CC(=NN1)C1CCN(CC1)C1CCOCC1